R-homophenylalanine N[C@H](CCC1=CC=CC=C1)C(=O)O